FC1=C(C=C(C(=C1F)C=O)F)NC(C)=O N-(2,3,5-trifluoro-4-formylphenyl)acetamide